1-(4-((4-bromobenzyl)oxy)phenyl)ethanone BrC1=CC=C(COC2=CC=C(C=C2)C(C)=O)C=C1